(2S,3R,5R,10R,13R,14S,17S)-2,3,14-trihydroxy-17-[2-(4-hydroxy-1-piperidyl)acetyl]-10,13-dimethyl-2,3,4,5,9,11,12,15,16,17-decahydro-1H-cyclopenta[a]phenanthren-6-one O[C@H]1C[C@@]2(C3CC[C@@]4([C@H](CC[C@]4(C3=CC([C@@H]2C[C@H]1O)=O)O)C(CN1CCC(CC1)O)=O)C)C